F[C@H]1C[C@H](N2N=C(C=C21)S(=O)(=O)CC#N)C2=CC=CC=C2 (((4s,6s)-4-fluoro-6-phenyl-5,6-dihydro-4H-pyrrolo[1,2-b]pyrazol-2-yl)sulfonyl)acetonitrile